FC1=C(C(=CC=C1[N+](=O)[O-])F)N(C(OC(C)(C)C)=O)CC tert-Butyl (2,6-difluoro-3-nitrophenyl)(ethyl)carbamate